trimethylene-dipyridine N1=C(C=CC=C1)CCCC1=NC=CC=C1